C(C1=CC=NC=C1)(=O)C(C#N)CC 2-isonicotinoylbutanenitrile